3-bromo-6-((1-(1-(difluoromethyl)-1H-benzo[d]imidazol-2-yl)piperidin-4-yl)oxy)-1-methyl-1H-pyrazolo[3,4-b]pyridine BrC1=NN(C2=NC(=CC=C21)OC2CCN(CC2)C2=NC1=C(N2C(F)F)C=CC=C1)C